C(C=C)(=O)N1[C@@H](C[C@H](CC1)N1C=NC=2C(=NC=3C(=C(C(=CC3C21)Cl)C2=C(C(=CC=C2)Cl)C)F)OC[C@H]2N(CCC2)C)CC#N 2-((2S,4S)-1-acryloyl-4-(8-chloro-7-(3-chloro-2-methylphenyl)-6-fluoro-4-(((S)-1-methylpyrrolidin-2-yl)methoxy)-1H-imidazo[4,5-c]quinolin-1-yl)piperidin-2-yl)acetonitrile